3-(2-(cyclopropylmethoxy)-6-(trifluoromethyl)pyridin-3-yl)-N-(2-oxo-2,3-dihydro-1H-benzo[d]imidazol-4-yl)propionamide C1(CC1)COC1=NC(=CC=C1CCC(=O)NC1=CC=CC=2NC(NC21)=O)C(F)(F)F